ClC1=CC=C(C=C1)C=1N=C2N(C=CC=N2)C1CN1CC2CCC(C1)N2C(=O)N(CC)C2CCCCC2 3-{[2-(4-chlorophenyl)imidazo[1,2-a]pyrimidin-3-yl]methyl}-N-cyclohexyl-N-ethyl-3,8-diaza-bicyclo[3.2.1]octane-8-carboxamide